4-((4'-(piperidin-1-yl)-[1,1'-biphenyl]-4-yl)thio)-1H-1,2,3-triazole-5-carboxylic acid N1(CCCCC1)C1=CC=C(C=C1)C1=CC=C(C=C1)SC=1N=NNC1C(=O)O